OC1=C(C=C(C=C1)C=1SC(=CC1C#N)C1=CC(=C(C=C1)O)Cl)Cl 2,5-bis(4-hydroxy-3-chlorophenyl)thiophene-3-carbonitrile